(S)-(4-(5-fluorobenzo[d]oxazol-2-yl)-6,7-dihydro-1H-imidazo[4,5-c]pyridin-5(4H)-yl)(6-(1-methyl-1H-pyrazol-4-yl)pyrazolo[1,5-a]pyridin-3-yl)methanone FC=1C=CC2=C(N=C(O2)[C@H]2N(CCC3=C2N=CN3)C(=O)C=3C=NN2C3C=CC(=C2)C=2C=NN(C2)C)C1